N1C(=CC2=CC=CC=C12)C1=CC(=O)NC1=O 3-(indol-2-yl)maleimide